C1=C(C=CC2=CC=CC=C12)NC1=C(C2=CC=CC=C2C=C1)C1=CC=CC=C1 N-(naphthalen-2-yl)-1-phenylnaphthalen-2-amine